N1N=C(C=C1)NC1=CC=C(C(=N1)CC1(C[C@H](N(CC1)CC1=C(C(=CC=C1)C)F)CC)C(=O)O)F (2R)-4-((6-((1H-pyrazol-3-yl)amino)-3-fluoropyridin-2-yl)methyl)-2-ethyl-1-(2-fluoro-3-methylbenzyl)piperidine-4-carboxylic acid